COC1CN(C1)C1=C(C2=CC=CC=C2C=C1)C=O 2-(3-methoxyazetidin-1-yl)-1-naphthaldehyde